[N+](=O)([O-])C1=C2CCCCC2=CC=C1 5-nitro-1,2,3,4-tetrahydronaphthalene